3,4-dimethyl-2-((4,6-dimethoxypyrimidin-2-yl)seleno)benzoic acid CC=1C(=C(C(=O)O)C=CC1C)[Se]C1=NC(=CC(=N1)OC)OC